C(C)C1(C(N(CCN(CCN(CCN1CC1=CC=CC=C1)CC1=CC=CC=C1)CC1=CC=CC=C1)CC1=CC=CC=C1)(CC)CC)CC tetraethyl-1,4,7,10-tetrabenzyl-1,4,7,10-tetraazacyclododecane